dimyristylglycerole C(CCCCCCCCCCCCC)C(C(C(O)CCCCCCCCCCCCCC)O)O